ClC=1C(=C(C=CC1)NC1=C(NC2=C1C(NCC2)=O)C2=C(C=NC=C2)C#CC21N(CC(C2)C1)C(C=C)=O)OC 3-[(3-chloro-2-methoxyphenyl)amino]-2-(3-{2-[2-(prop-2-enoyl)-2-azabicyclo[2.1.1]hexan-1-yl]ethynyl}pyridin-4-yl)-1H,5H,6H,7H-pyrrolo[3,2-c]pyridin-4-one